C(C\C=C/CC)C(C(=O)O)C.C(=CCCCC)OC(CC)=O HEXENYL-3-CIS-PROPIONATE ((Z)-hex-3-en-1-yl propionate)